CC(C(=O)O)C(C)(C)C 2,3,3-trimethylbutyric acid